1,1-dichlorofluoroethane ClC(C)(Cl)F